NC=1C(=C(C=CC1)C1=C2C=3CC[C@@H](CC3NC2=C(C=C1F)C(=O)N)C(C)(C)O)C (2S)-5-(3-amino-2-methylphenyl)-6-fluoro-2-(2-hydroxypropan-2-yl)-2,3,4,9-tetrahydro-1H-carbazole-8-carboxamide